ClC=1C(=CC=C(C1)Cl)OC 3,5-dichloro-2-methoxybenzene